(methyl-d3)-carnitine C([2H])([2H])([2H])C(O)(C[N+](C)(C)C)CC([O-])=O